ClC1=CC=C(C=C1)C=1N=C(SC1)C=1C(N(C(=C(C1)C(=O)N1CCNCC1)C=C(C)C)C1=C(C=CC(=C1)OC)CC)=O 3-(4-(4-chlorophenyl)thiazol-2-yl)-1-(2-ethyl-5-methoxyphenyl)-6-(2-methylpropan-1-en-1-yl)-5-(piperazine-1-carbonyl)pyridin-2(1H)-one